1,2,3,5-tetrahydro-2,2,5,5,7-pentamethyl-6H-pyrrolo[3,2-B]pyridin-6-one CC1(CC2=NC(C(C(=C2N1)C)=O)(C)C)C